FC1=CC(=C(C=C1)C1=CC(=CC=C1)C=1OC2=C(N1)C=C(C=C2C(F)(F)F)CN[C@H]2[C@@H](CC2)O)C2=NN=CN2C (1R,2R)-2-[({2-[4'-fluoro-2'-(4-methyl-1,2,4-triazol-3-yl)-[1,1'-biphenyl]-3-yl]-7-(trifluoromethyl)-1,3-benzooxazol-5-yl}methyl)amino]cyclobutan-1-ol